4-[2-[4-(2-aminoethyl)phenyl]ethylamino]-2-(2,6-dioxo-3-piperidyl)isoindoline-1,3-dione NCCC1=CC=C(C=C1)CCNC1=C2C(N(C(C2=CC=C1)=O)C1C(NC(CC1)=O)=O)=O